C(C)C=1C=NN2C1N=C(C=C2NCC=2C=CC(=NC2)OCCOCCOCCOCCOCCOC/C=C/C(=O)OC)N2C(CCCC2)CCO methyl (E)-4-[2-[2-[2-[2-[2-[[5-[[[3-ethyl-5-[2-(2-hydroxyethyl)-1-piperidyl]pyrazolo[1,5-a]pyrimidin-7-yl]amino]methyl]-2-pyridyl]oxy]ethoxy] ethoxy]ethoxy]ethoxy]ethoxy]but-2-enoate